FC1(CC(C1)CNC)F 1-(3,3-Difluorocyclobutyl)-N-methyl-methylamine